CN1CCN(CC1)C=O (4-methylpiperazino)methanone